CC1(OC=2C(=NC=C(C2)C(C)=O)OC1)C 1-(2,2-dimethyl-2,3-dihydro-[1,4]dioxino[2,3-b]pyridin-7-yl)ethan-1-one